NC1=C(N=CC2=C(C(=CC=C12)F)C1=C(N=CS1)C(F)F)C(=O)NCCC 4-amino-8-(4-(difluoromethyl)thiazol-5-yl)-7-fluoro-N-propylisoquinoline-3-carboxamide